(3aR,5s,6aS)-N-(6-(2-chloro-5-fluorophenyl)pyridazin-3-yl)-2-(tetrahydro-2H-thiopyran-4-yl)octahydrocyclopenta[c]pyrrol-5-amine ClC1=C(C=C(C=C1)F)C1=CC=C(N=N1)NC1C[C@@H]2[C@@H](CN(C2)C2CCSCC2)C1